ClC1=CC=C(C=C1)C(C(N1CC2(C3=CC=C(C=C13)OC(F)(F)F)CC2)=O)NC=2C=C(C=C(C2)OC)C(C)=NOC(C(=O)O)CC 2-(((1-(3-((1-(4-chlorophenyl)-2-oxo-2-(6'-(trifluoromethoxy)spiro[cyclopropane-1,3'-indolin]-1'-yl)ethyl)amino)-5-methoxyphenyl)ethylidene)amino)oxy)butanoic acid